2'-propargyl-2',3'-dideoxy-adenosine C(C#C)[C@H]1[C@@H](O[C@@H](C1)CO)N1C=NC=2C(N)=NC=NC12